CC(C[C@@H](C(=O)N[C@H](/C=C/C(=O)OCC)C[C@H]1C(NCCC1)=O)NC([C@H](CC1=CC=CC2=CC=CC=C12)NC(=O)C1=NOC(=C1)C)=O)C Ethyl (S,E)-4-((S)-4-methyl-2-((S)-2-(5-methylisoxazole-3-carboxamido)-3-(naphthalen-1-yl)propanamido)pentanamido)-5-((S)-2-oxopiperidin-3-yl)pent-2-enoate